2-(4-isopropylbenzenesulfonyl)-3-methylbutanoic acid C(C)(C)C1=CC=C(C=C1)S(=O)(=O)C(C(=O)O)C(C)C